5-(1-methyl-1H-pyrazol-4-yl)-1H-indole CN1N=CC(=C1)C=1C=C2C=CNC2=CC1